ClC1=CC=C2C(=CNC(C2=C1)=O)C(C)N(C(=O)NC1=CC(=C(C=C1)F)Cl)C 1-(1-(7-Chloro-1-oxo-1,2-dihydroisoquinolin-4-yl)ethyl)-3-(3-chloro-4-fluorophenyl)-1-methylurea